C(CC)(=O)OCC(CN1CCC(CC1)NC1=C2C=C(N(C2=CC=C1)CC(F)(F)F)C#CCNC1=C(C=C(C=C1)S(=O)(=O)C)OC)OC(CC)=O [3-[4-[[2-[3-(2-methoxy-4-methylsulfonyl-anilino)prop-1-ynyl]-1-(2,2,2-trifluoroethyl)indol-4-yl]amino]-1-piperidyl]-2-propanoyloxy-propyl] propanoate